NCC=1C=C(OCC2=C(C=C(C=C2)NC(CC2=C(C=CC=C2)Cl)=O)S(N)(=O)=O)C=CC1 N-(4-((3-(aminomethyl)phenoxy)methyl)-3-sulfamoylphenyl)-2-(2-chlorophenyl)acetamide